C(C)(C)(C)C1=CC(=NC(=C1)C1=NC=CC(=C1)C(C)(C)C)C1=NC=CC(=C1)C(C)(C)C 4-tert-butyl-2,6-bis(4-tert-butylpyridin-2-yl)pyridine